(S)-Ethyl 3-(4-chlorophenyl)-3-((R)-1-(4-chlorophenyl)-7-fluoro-1-methoxy-3-oxo-5-(tetrahydro-2H-pyran-4-carbonyl)isoindolin-2-yl)propanoate ClC1=CC=C(C=C1)[C@H](CC(=O)OCC)N1[C@@](C2=C(C=C(C=C2C1=O)C(=O)C1CCOCC1)F)(OC)C1=CC=C(C=C1)Cl